CC/1(N(CC\C1=C/C#CC1=NC(=CC=C1)C)C(=O)N1CCCCC1)C {(3E)-2,2-dimethyl-3-[3-(6-methylpyridin-2-yl)prop-2-yn-1-ylidene]pyrrolidin-1-yl}(piperidin-1-yl)methanone